2,5-dichloro-4-(1-cyclohexyl-1H-pyrazol-3-yl)pyrimidine ClC1=NC=C(C(=N1)C1=NN(C=C1)C1CCCCC1)Cl